neopentyllithium C(C(C)(C)C)[Li]